COC(=O)C=1C=C(C=C(C1C)N)C1=CC=C(C=C1)CN1CCOCC1 5-amino-4-methyl-4'-(morpholinomethyl)-(1,1'-biphenyl)-3-carboxylic acid methyl ester